C(#N)C1=CC=C(C=C1)C(/C=C/C1=CC=C(O1)C=1C=CC(=C(C(=O)O)C1)O)=O (E)-5-(5-(3-(4-Cyanophenyl)-3-oxoprop-1-en-1-yl)furan-2-yl)-2-hydroxybenzoic acid